O1C(=CC2=C1C=CC=C2)C2=NC(=C1C(=N2)N(N=C1)C)NC(=O)C=1SC(=CC1)[N+](=O)[O-] N-(6-(benzofuran-2-yl)-1-methyl-1H-pyrazolo[3,4-d]pyrimidin-4-yl)-5-nitrothiophene-2-carboxamide